tert-butyl (3S)-4-[[6-[3-(2-methoxy-4-methylsulfonyl-anilino)prop-1-ynyl]-1-(2,2,2-trifluoroethyl)indol-4-yl]amino]-3-methyl-piperidine-1-carboxylate COC1=C(NCC#CC2=CC(=C3C=CN(C3=C2)CC(F)(F)F)NC2[C@H](CN(CC2)C(=O)OC(C)(C)C)C)C=CC(=C1)S(=O)(=O)C